BrCCCNCCOC(C(=O)O)C 2-(2-(3-bromopropylamino)ethoxy)propionic acid